R-(+)-2,2'-dihydroxy-3,3'-diacetyl-1,1'-binaphthyl OC1=C(C2=CC=CC=C2C=C1C(C)=O)C1=C(C(=CC2=CC=CC=C12)C(C)=O)O